NC=1C2=C(N=CN1)N(C=C2I)[C@@H]2O[C@@H]([C@H]([C@H]2O)O)CSCC=2C(=NC=NC2C2=CC=CC=C2)C (2R,3R,4S,5S)-2-(4-Amino-5-iodo-7H-pyrrolo[2,3-d]pyrimidin-7-yl)-5-((((4-methyl-6-phenylpyrimidin-5-yl)methyl)thio)methyl)tetrahydrofuran-3,4-diol